tetramethyl-tetra(hexacosyl)cyclotetrasiloxane C[Si]1(O[Si](O[Si](O[Si](O1)(CCCCCCCCCCCCCCCCCCCCCCCCCC)C)(CCCCCCCCCCCCCCCCCCCCCCCCCC)C)(CCCCCCCCCCCCCCCCCCCCCCCCCC)C)CCCCCCCCCCCCCCCCCCCCCCCCCC